2-(hydroxymethyl)piperazine-1,4-dicarboxylic acid 4-benzyl 1-tert-butyl ester C(C)(C)(C)OC(=O)N1C(CN(CC1)C(=O)OCC1=CC=CC=C1)CO